4-(4-(cyclohexyl(methyl)amino)cyclohexyl)-2-(difluoromethoxy)aniline C1(CCCCC1)N(C1CCC(CC1)C1=CC(=C(N)C=C1)OC(F)F)C